[3-[5-(2-cyanopyrimidin-5-yl)-1H-pyrazolo[3,4-b]pyridine-3-carbonyl]-2,6-difluorophenyl]propane-1-sulfonamide C(#N)C1=NC=C(C=N1)C=1C=C2C(=NC1)NN=C2C(=O)C=2C(=C(C(=CC2)F)C(CC)S(=O)(=O)N)F